CC1(C2C3C4CCC(C3C(C1)C2)C4)OC(=O)C4C2C=CC(C4)C2 5-(4-methyl-tetracyclo[6.2.1.13,6.02,7]-dodecane-4-yloxycarbonyl)-bicyclo[2.2.1]hept-2-ene